Racemic-methyl 4-((1S*,2S*,5S*)-2-hydroxy-5-methoxycyclohexyl)benzoate O[C@@H]1[C@@H](C[C@H](CC1)OC)C1=CC=C(C(=O)OC)C=C1 |r|